benzyl N-[4-methyl-4-[5-[(3R)-3-(tert-butoxycarbonylamino)-5-[(4-chlorophenyl)methyl]-8-fluoro-1,1,4-trioxo-2,3-dihydro-1λ6,5-benzothiazepin-7-yl]-1,3,4-oxadiazol-2-yl]pentyl]carbamate CC(CCCNC(OCC1=CC=CC=C1)=O)(C)C=1OC(=NN1)C=1C(=CC2=C(N(C([C@H](CS2(=O)=O)NC(=O)OC(C)(C)C)=O)CC2=CC=C(C=C2)Cl)C1)F